N,N-dimethyl-N'-[(3S)-1-{5-[3-(2,4,6-trifluorophenyl)pyridin-2-yl]-4,5-dihydro-1,2-oxazol-3-yl}pyrrolidin-3-yl]sulfuric diamide CN(S(N[C@@H]1CN(CC1)C1=NOC(C1)C1=NC=CC=C1C1=C(C=C(C=C1F)F)F)(=O)=O)C